N-[3-chloro-4-(3-hydroxyazetidine-1-carbonyl)phenyl]-4-cyclopropyl-3-(1-oxo-2H-isoquinolin-5-yl)-1,2-thiazole-5-carboxamide ClC=1C=C(C=CC1C(=O)N1CC(C1)O)NC(=O)C1=C(C(=NS1)C1=C2C=CNC(C2=CC=C1)=O)C1CC1